C(C)OC(=O)C=1N=C(SC1)N1CCN(CC1)S(=O)(=O)C1=C(C=CC=C1F)F [4-(2,6-difluorobenzenesulfonyl)-1-piperazinyl]thiazole-4-carboxylic acid ethyl ester